Difluoroiodotoluene CC1=CC=C(C=C1)I(F)F